FC1=NC=CC=C1CC=1C=NN(C1)C(=O)N[C@@H]1C(N(C2=C(OC1)C=CC(=C2)C#CC(C)(C)O)C)=O (S)-4-((2-fluoropyridin-3-yl)methyl)-N-(7-(3-hydroxy-3-methylbut-1-yn-1-yl)-5-methyl-4-oxo-2,3,4,5-tetrahydrobenzo[b][1,4]oxazepin-3-yl)-1H-pyrazole-1-carboxamide